C(C1=CC=CC=C1)OC1=CC(=C2C(C(=C(OC2=C1)C1=CC(=C(C=C1)OCC1=CC=CC=C1)OCC1=CC=CC=C1)OCCCO)=O)O 7-(benzyloxy)-2-(3,4-bis(benzyloxy)phenyl)-5-hydroxy-3-(3-hydroxypropoxy)-4H-chromen-4-one